3-(5-amino-6-(benzyloxy)pyridin-3-yl)-4-oxopiperidine-1-carboxylic acid tert-butyl ester C(C)(C)(C)OC(=O)N1CC(C(CC1)=O)C=1C=NC(=C(C1)N)OCC1=CC=CC=C1